[Na+].[Na+].[Na+].OC1=C(C(=NN1C1=CC=C(C=C1)S(=O)(=O)[O-])C(=O)[O-])N=NC1=CC=C(C=C1)S(=O)(=O)[O-] 5-Hydroxy-1-(4-sulfophenyl)-4-(4-sulfophenylazo)pyrazole-3-carboxylic acid trisodium salt